BrC1=C(C=C(C=C1)NC(=O)[C@@H]1[C@@H](CCCC1)C(=O)O)COC1CCCC1 (1R,2S)-2-[[4-bromo-3-(cyclopentoxymethyl)phenyl]carbamoyl]cyclohexanecarboxylic acid